CC=1C(=C2C=NN(C2=CC1C)C1OCCCC1)C1=C(C=C2C(=NC(=NC2=C1F)OC[C@]12CCCN2C[C@@H](C1)F)OCC(F)(F)F)F 7-(5,6-dimethyl-1-(tetrahydro-2H-pyran-2-yl)-1H-indazol-4-yl)-6,8-difluoro-2-(((2R,7aS)-2-fluorotetrahydro-1H-pyrrolizin-7a(5H)-yl)methoxy)-4-(2,2,2-trifluoroethoxy)quinazoline